3-oxocyclobutanecarboxylic acid O=C1CC(C1)C(=O)O